ClC1=CC=C(C=N1)CC(=O)OC Methyl 2-(6-chloro-3-pyridyl)acetate